cis-cis-muconic acid C(\C=C/C=C\C(=O)O)(=O)O